NCCCNCCCNC(OC(C)(C)C)=O tert-butyl (3-((3-aminopropyl)amino)propyl)-carbamate